CC(CO)(C)C 2,2-dimethyl-propanol